N-((1-((4-(difluoromethoxy)-3-((5-ethyl-2-methoxyphenyl)sulfonamido)benzo[d]isoxazol-6-yl)methyl)-1H-pyrazol-4-yl)methyl)-2-fluoroacrylamide FC(OC1=CC(=CC2=C1C(=NO2)NS(=O)(=O)C2=C(C=CC(=C2)CC)OC)CN2N=CC(=C2)CNC(C(=C)F)=O)F